ClC1=CC(=NC(=C1O)Cl)C(=O)NC1=C(N=CS1)C(NC1(CC1)C1=C(C=CC=C1)C(F)(F)F)=O 4,6-dichloro-5-hydroxy-N-[4-({1-[2-(trifluoromethyl)phenyl]cyclopropyl}carbamoyl)-1,3-thiazol-5-yl]pyridine-2-carboxamide